5,6-dihydro-7H-pyrrolo[3,4-d]pyrimidin-7-one N1=CN=CC2=C1C(NC2)=O